ClCC1=CC2=C(N(C=N2)COCC[Si](C)(C)C)C=C1 2-[[5-(chloromethyl)benzoimidazol-1-yl]methoxy]ethyl-trimethyl-silane